COC(C1CCN(CC1)C1=CC=C(C=C1)C1=CCOC2=CC(=CC=C12)OC1OCCCC1)OC 4-(dimethoxymethyl)-1-(4-(7-((tetrahydro-2H-pyran-2-yl)oxy)-2H-chromen-4-yl)phenyl)piperidine